N1C(=NC=C1)S(=O)(N)=N imidazole-2-sulfonimidamide